O1C(CCCC1)N1N=CC(=C1)C1=C2C(=C(N=C1)[Sn](CCCC)(CCCC)CCCC)N(N=C2)COCC[Si](C)(C)C 1-(oxan-2-yl)-4-[7-(tributylstannyl)-1-[[2-(trimethylsilyl)ethoxy]methyl]pyrazolo[3,4-c]pyridin-4-yl]pyrazole